3,9-bis[2-{3-(3-tert-Butyl-4-hydroxy-5-methylphenyl)propionyloxy}-1,1-dimethylethyl]-2,4,8,10-tetraoxaspiro[5.5]undecane C(C)(C)(C)C=1C=C(C=C(C1O)C)CCC(=O)OCC(C)(C)C1OCC2(CO1)COC(OC2)C(COC(CCC2=CC(=C(C(=C2)C)O)C(C)(C)C)=O)(C)C